FC(C1=C(C=C(C(=C1)NC(C)=O)C(F)(F)F)C12CC3(CC(CC(C1)C3)C2)C2=C(C=C(C(=C2)C(F)(F)F)NC(C)=O)C(F)(F)F)(F)F 1,3-bis(2,5-bis(trifluoromethyl)-4-acetamidophenyl)adamantane